1,3-bistrifluoromethoxybenzene FC(OC1=CC(=CC=C1)OC(F)(F)F)(F)F